N1N=CC2=C(C=CC=C12)N1CC(C2NN(C=3N=CC=4C(=C1C23)N=C(N4)C)C)=O 1-(1H-indazol-4-yl)-5,9-dimethyl-4,5-dihydro-1,4,5,6,8,10-hexaazabenzo[cd]cyclopenta[f]azulen-3(1H)-one